OCC(NCCS(=O)(=O)O)(CO)CO N-[tris(hydroxymethyl)methyl]-2-aminoethanesulfonic acid